4,6-dichloro-1-ethyl-3-methyl-1H-pyrazolo[3,4-d]pyrimidine ClC1=C2C(=NC(=N1)Cl)N(N=C2C)CC